methyl 2,4-dimethylquinoline-6-carboxylate CC1=NC2=CC=C(C=C2C(=C1)C)C(=O)OC